C(C)(C)(C)OC(=O)N1CC2(C1)CC(C2)CN2N=C(C=C2C)C(F)(F)F 6-[[5-methyl-3-(trifluoromethyl)pyrazol-1-yl]methyl]-2-azaspiro[3.3]heptane-2-carboxylic acid tert-butyl ester